5-(prop-1-en-2-yl)-2-((2-(trimethylsilyl)ethoxy)methyl)phthalate C=C(C)C=1C=CC(C(C(=O)[O-])C1)(C(=O)[O-])COCC[Si](C)(C)C